(S)-(4-Ethyl-3-methylpiperazin-1-yl)(3'-((6-methoxy-2-(2-methylimidazo[2,1-b][1,3,4]thiadiazol-6-yl)benzofuran-4-yl)methoxy)-[1,1'-biphenyl]-4-yl)methanone C(C)N1[C@H](CN(CC1)C(=O)C1=CC=C(C=C1)C1=CC(=CC=C1)OCC1=CC(=CC2=C1C=C(O2)C=2N=C1SC(=NN1C2)C)OC)C